1-((((2-(4'-Fluoro-2'-(4-methyl-4H-1,2,4-triazol-3-yl)-[1,1'-biphenyl]-3-yl)-7-(trifluoromethyl)benzo[d]oxazol-5-yl)methyl)amino)methyl)cyclopentane-1-carbonitrile FC1=CC(=C(C=C1)C1=CC(=CC=C1)C=1OC2=C(N1)C=C(C=C2C(F)(F)F)CNCC2(CCCC2)C#N)C2=NN=CN2C